5-(6-Fluoro-3,4-dihydroisoquinolin-2(1H)-yl)-3-methyl-2-nitrothiophenol FC=1C=C2CCN(CC2=CC1)C=1C=C(C(=C(C1)S)[N+](=O)[O-])C